FC1=CC=C(C=C1)N1C(=NC=C1C1=CC=CC=C1)C(=O)C1=CC=CC=C1 [1-(4-fluorophenyl)-5-phenylimidazol-2-yl]phenyl-methanone